bis[2-hydroxy-3-(2-hydroxybenzyl)-4-hydroxy-5-methylphenyl]methane OC1=C(C=C(C(=C1CC1=C(C=CC=C1)O)O)C)CC1=C(C(=C(C(=C1)C)O)CC1=C(C=CC=C1)O)O